CC1=C(C=CC=C1COC1=CC=C(C(N)=N)C=C1)C1=CC=CC=C1 4-((2-methyl-[1,1'-biphenyl]-3-yl)methoxy)benzimidamide